C(C1=CC=CC=C1)SC1=C(C=C(C=C1)NC([C@H](CC1=CC=CC=C1)NC(C1=NC=C(C=C1)F)=O)=O)C (S)-N-(1-(4-(benzylthio)-3-methylphenylamino)-1-oxo-3-phenylpropan-2-yl)-5-fluoropicolinamide